8-methacryloxyoctylmethyldiethoxysilane C(C(=C)C)(=O)OCCCCCCCC[Si](OCC)(OCC)C